C1(CC1)NC(=O)\C=C/C(=O)O (2Z)-3-(cyclopropylcarbamoyl)prop-2-enoic acid